(R)-3-(quinolin-8-ylamino)pyrrolidine-1-carboxylic acid tert-butyl ester C(C)(C)(C)OC(=O)N1C[C@@H](CC1)NC=1C=CC=C2C=CC=NC12